C(C)(=O)OC(CC)C1=CC=CC=C1 phenylpropanol acetate